Tert-butyl (2-chloro-4-fluoro-3-((5-fluoro-3-(fluoromethyl)-4-oxo-3,4-dihydroquinazolin-6-yl)amino)phenyl)carbamate ClC1=C(C=CC(=C1NC=1C(=C2C(N(C=NC2=CC1)CF)=O)F)F)NC(OC(C)(C)C)=O